C(C1=CC=CC=C1)OC1=C2C(=C(N(C2=CC=C1)C1=CC=C(C=C1)F)C(CCO[Si](C)(C)C(C)(C)C)(C)C)C1=CC=C(C(=O)OC)C=C1 methyl 4-[4-benzyloxy-2-[3-[tert-butyl(dimethyl)silyl]oxy-1,1-dimethyl-propyl]-1-(4-fluorophenyl)indol-3-yl]benzoate